C1(CC1)N1N=C(C2=C1C(N(N=C2)CC(=O)N[C@@H](C)C2=NC=C(C=C2)C(F)(F)F)=O)C (S)-2-(1-cyclopropyl-3-methyl-7-oxo-1,7-dihydro-6H-pyrazolo[3,4-d]pyridazin-6-yl)-N-(1-(5-(trifluoromethyl)pyridin-2-yl)ethyl)acetamide